3-methacryloyloxypropyltriacetoxysilane C(C(=C)C)(=O)OCCC[Si](OC(C)=O)(OC(C)=O)OC(C)=O